[N+](=O)([O-])C(C(=O)O)CCCCCCC(=O)O nitroazelaic acid